ClC=1C(=C(C=C2C=C(N=CC12)NC(=O)C1C(C1C=1N=CN(C1)C(C1=CC=CC=C1)(C1=CC=CC=C1)C1=CC=CC=C1)C)C=1C=NC=CC1C)F trans-N-[8-chloro-7-fluoro-6-(4-methylpyridin-3-yl)isoquinolin-3-yl]-2-methyl-3-[1-(triphenylmethyl)-1H-imidazol-4-yl]Cyclopropane-1-carboxamide